C(C)N(C(C(=C)C)=O)CCNC1=CC=CC=C1 N-ethyl-N-phenylaminoethylmethacrylamide